BrC=1NC(=C(N1)C1=CC=NC=C1)C 4-(2-Bromo-5-methyl-1H-imidazol-4-yl)pyridine